OC12CC(C1)(C2)COC2=NN=C(S2)NC(=O)C=2C=NC(=CC2C2=CC(=NC=C2OC)C)C 3-N-(5-((3-hydroxybicyclo(1.1.1)pentan-1-yl)methoxy)-1,3,4-thiadiazol-2-yl)-5'-methoxy-2',6-dimethyl-(4,4'-bipyridine)-3-carboxamide